(R)-2-(2-benzyl-4,4-dimethylazepan-1-yl)-6-morpholinopyrimidin-4(3H)-one C(C1=CC=CC=C1)[C@@H]1N(CCCC(C1)(C)C)C1=NC(=CC(N1)=O)N1CCOCC1